1-(4-fluorobenzyl)-2-(4-fluorophenyl)-4-phenyl-1H-imidazole FC1=CC=C(CN2C(=NC(=C2)C2=CC=CC=C2)C2=CC=C(C=C2)F)C=C1